1-(4-methylindolin-1-yl)-2-(2-(phenoxymethyl)thiazol-4-yl)ethan-1-one CC1=C2CCN(C2=CC=C1)C(CC=1N=C(SC1)COC1=CC=CC=C1)=O